4-(2-ethyl-7-methyl-3-nitropyrazolo[1,5-a]pyridin-5-yl)piperazine-1-carboxylic acid tert-butyl ester C(C)(C)(C)OC(=O)N1CCN(CC1)C1=CC=2N(C(=C1)C)N=C(C2[N+](=O)[O-])CC